BrC=1C=C(C=C(C1)Br)NC(OC(C)(C)C)=O tert-butyl (3,5-dibromophenyl)carbamate